4-Methoxy-6-(5-methyl-1-[1-[(3R,5S)-5-methylpyrrolidin-3-yl]azetidin-3-yl]pyrazol-4-yl)pyrazolo[1,5-a]pyridine-3-carbonitrile COC=1C=2N(C=C(C1)C=1C=NN(C1C)C1CN(C1)[C@H]1CN[C@H](C1)C)N=CC2C#N